ClC=1N=C2C(=NC1)N(C=C2C2=NC(=CC(=N2)N[C@H](CC(=O)OC)C(C)(C)C)C=2OC=CC2)C(C2=CC=CC=C2)(C2=CC=CC=C2)C2=CC=CC=C2 (R)-methyl 3-((2-(2-chloro-5-trityl-5H-pyrrolo[2,3-b]pyrazin-7-yl)-6-(furan-2-yl)pyrimidin-4-yl)amino)-4,4-dimethylpentanoate